C(C)(C)OC(=O)N1[C@H](CN(CC1)CC1=C(C(=CC(=C1)C(F)F)[N+](=O)[O-])C)C (2S)-4-[[5-(difluoromethyl)-2-methyl-3-nitro-phenyl]methyl]-2-methyl-piperazine-1-carboxylic acid isopropyl ester